FC(C=1C=CC(=NC1)CNCC)(F)F N-[[5-(trifluoromethyl)-2-pyridyl]methyl]ethanamine